ClC1=C(COC2=C3C[C@H](N(CC3=CC=C2OC)C=2OC3=C(N2)C=CC(=C3)F)C(=O)OC)C=CC=C1 methyl (S)-5-((2-chlorobenzyl)oxy)-2-(6-fluorobenzo[d]oxazol-2-yl)-6-methoxy-1,2,3,4-tetrahydroisoquinoline-3-carboxylate